FC(OC1=CC2=C(N=C(O2)C=2C(=C(C=CC2)C2=C(C(=CC=C2)C2=CC(=C(C=C2)CN2C[C@@H](CC2)C2=CC=CC=C2)F)C)C)C=C1CN1[C@@H](CCC1)C(=O)O)F ((6-(difluoromethoxy)-2-(3''-fluoro-2,2'-dimethyl-4''-(((S)-3-phenylpyrrolidin-1-yl)methyl)-[1,1':3',1''-terphenyl]-3-yl)benzo[d]oxazol-5-yl)methyl)proline